CN([C@@H]1CN(CC1)C(=O)N1CCN(C2=CC=CC=C12)CC1=NC=CC=C1)C (S)-(3-(dimethylamino)pyrrolidin-1-yl)(4-(pyridin-2-ylmethyl)-3,4-dihydroquinoxaline-1(2H)-yl)methanone